C1(CC1)C(=O)N1CC=2N=NC(=CC2CC1)OCC=1C(=NOC1C)C=1C=CC(=NC1)C 5-{4-[({7-cyclopropanecarbonyl-5H,6H,7H,8H-pyrido[3,4-c]pyridazin-3-yl}oxy)methyl]-5-methyl-1,2-oxazol-3-yl}-2-methylpyridine